C(C)(=O)N1C[C@]2(CC1)N(C(CN(C2=O)C2=CC=C(C=C2)OC(F)F)=O)CC2=CC=C(C=C2)Cl (S)-2-acetyl-6-(4-chloro-benzyl)-9-(4-(difluoro-methoxy)phenyl)-2,6,9-triazaspiro[4.5]decane-7,10-dione